CC1(CC[C@@H](CN1)NC1=NC=C(C(=N1)C1=CNC=2C(N(CCCC21)CC#N)=O)C(F)(F)F)C 2-[3-(2-{[(3S)-6,6-dimethylpiperidin-3-yl]amino}-5-(trifluoromethyl)pyrimidin-4-yl)-8-oxo-1H,4H,5H,6H,7H,8H-pyrrolo[2,3-c]azepin-7-yl]acetonitrile